methyl 5-chloro-1-oxo-2,3-dihydro-1H-indene-2-carboxylate ClC=1C=C2CC(C(C2=CC1)=O)C(=O)OC